COC1=CC=C2C(=CC=NC2=C1)N1N=C2C(CN(CC2)C(=O)OC(C)(C)C)=C1 tert-butyl 2-(7-methoxy-4-quinolinyl)-6,7-dihydro-4H-pyrazolo[4,3-c]pyridine-5-carboxylate